2-[(3R)-3-methylmorpholin-4-yl]-4-(3-methyl-1H-pyrazol-4-yl)-8-(1H-pyrazol-5-yl)-1,7-naphthyridine C[C@H]1N(CCOC1)C1=NC2=C(N=CC=C2C(=C1)C=1C(=NNC1)C)C1=CC=NN1